C(CCCC)(=O)NN pentanhydrazide